CS(=O)(=O)/C=C/CN (2E)-3-(methylsulfonyl)-2-propen-1-amine